ClC=1C(=CC(=C(C1)C1=CC=C2C(=CN=NC2=C1)NCC1=C(C=C(C=C1)OC)OC)C=1C=NN(C1)C1OCCCC1)OC 7-[5-chloro-4-methoxy-2-(1-tetrahydropyran-2-ylpyrazol-4-yl)phenyl]-N-[(2,4-dimethoxyphenyl)methyl]cinnolin-4-amine